1-(6-(2-methyl-2H-pyrazolo[3,4-b]pyridin-5-yl)thieno[2,3-b]pyridin-2-yl)-1-propanol CN1N=C2N=CC(=CC2=C1)C1=CC=C2C(=N1)SC(=C2)C(CC)O